N-(5-fluoro-2-(2,7-diazaspiro[4.5]dec-7-yl)pyrimidin-4-yl)-1H-indazol-5-amine FC=1C(=NC(=NC1)N1CC2(CCNC2)CCC1)NC=1C=C2C=NNC2=CC1